(1S,3S)-3-((6-(5-((((2-methoxy-ethoxy)carbonyl)amino)methyl)-1-methyl-1H-1,2,3-triazol-4-yl)-2-methylpyridin-3-yl)oxy)cyclohexane-1-carboxylic acid COCCOC(=O)NCC1=C(N=NN1C)C1=CC=C(C(=N1)C)O[C@@H]1C[C@H](CCC1)C(=O)O